4-(5-bromo-2-methoxyphenyl)-7-(difluoromethoxy)-N6-(piperidin-4-yl)quinazoline-4,6-diamine BrC=1C=CC(=C(C1)C1(NC=NC2=CC(=C(C=C12)NC1CCNCC1)OC(F)F)N)OC